2-(3-(1H-indol-6-yl)ureido)-2-(4-benzyl-3,4-dihydro-2H-benzo[b][1,4]thiazin-6-yl)acetic acid methyl ester COC(C(C1=CC2=C(SCCN2CC2=CC=CC=C2)C=C1)NC(=O)NC1=CC=C2C=CNC2=C1)=O